2-(4-bromophenyl)ethane-1-amine BrC1=CC=C(C=C1)CCN